C1(CC1)C(=C)C1=C(C(=CC=C1)C(C)C)O 2-(1-cyclopropylvinyl)-6-isopropylphenol